t-butyl-3-azetidinone C(C)(C)(C)N1CC(C1)=O